racemic-3-Hydroxy-3-methylindolin-2-one O[C@]1(C(NC2=CC=CC=C12)=O)C |r|